FC1=C(C=C(C=C1)S(=O)(=O)N)S(=O)(=O)C(F)(F)F 4-fluoro-3-((trifluoromethyl)sulfonyl)benzenesulfonamide